Dimethyltin di-neodecanoate C(CCCCCC(C)(C)C)(=O)[O-].C(CCCCCC(C)(C)C)(=O)[O-].C[Sn+2]C